C1(=CC=CC=C1)OP(=O)(CCC)CCCN (3-aminopropyl)(propyl)phosphinic acid phenyl ester